C(C)(C)(C)OC(N=S(=O)(C)C1=CC(=CC=C1)NC(C1=C(N=C(C=C1)CCC=C)N1CCC(CCC1)(F)F)=O)=O.OC(CC(C)(OOC(CCCCCC(C)(C)C)=O)C)CC(C)(OOC(CCCCCC(C)(C)C)=O)C 4-hydroxy-2,6-dimethyl-2,6-bis(neodecanoylperoxy)heptane tert-butyl-((3-(6-(3-buten-1-yl)-2-(4,4-difluoroazepan-1-yl)nicotinamido)phenyl)(methyl)(oxo)-λ6-sulfaneylidene)carbamate